ClC=1C2=C(N=CN1)C=CC(=N2)N2CCNCC2 4-chloro-6-(piperazin-1-yl)pyrido[3,2-d]pyrimidine